[2-methyl-5-(4,4,5,5-tetramethyl-1,3,2-dioxaborolan-2-yl)phenyl]ethan-1-ol CC1=C(C=C(C=C1)B1OC(C(O1)(C)C)(C)C)C(C)O